3-(6-fluoro-2-pyridyl)-1-(2,2,2-trifluoroethyl)-6,7-dihydro-5H-indazol-4-one FC1=CC=CC(=N1)C1=NN(C=2CCCC(C12)=O)CC(F)(F)F